2,5-dimethoxy-3-mercaptoaniline COC1=C(N)C=C(C=C1S)OC